C(=O)(O)C=1C=C(CN([C@@H](CC(=O)O)C(NCCOCCOCCOCCOCCNC([C@H](CC(=O)O)N(C(=O)OCC2=CC=C(C=C2)OC(C2=CC=C(C=C2)NC(=N)N)=O)CC2=CC(=CC=C2)C(=O)O)=O)=O)C(=O)OCC2=CC=C(C=C2)OC(C2=CC=C(C=C2)NC(=N)N)=O)C=CC1 (3S,22S)-3,22-bis((3-carboxybenzyl)(((4-((4-guanidinobenzoyl)oxy)benzyl)oxy)carbonyl)amino)-4,21-dioxo-8,11,14,17-tetraoxa-5,20-diazatetracosane-1,24-dioic acid